tert-Butyl 3-(7-bromo-5-(trifluoromethyl)benzo[d]oxazol-2-yl)-3,8-diazabicyclo[3.2.1]octane-8-carboxylate BrC1=CC(=CC=2N=C(OC21)N2CC1CCC(C2)N1C(=O)OC(C)(C)C)C(F)(F)F